C1C(CC2=CC=CC=C12)C(=O)OC methyl 2,3-dihydro-1H-indene-2-carboxylate